tridecyl-3-mercaptopropionate (tridecyl mercaptopropionate) C(CCCCCCCCCCCC)SC(C(=O)O)C.C(CCCCCCCCCCCC)OC(CCS)=O